dihydropyrido[3,2-f][1,4]oxazepin-5-one O1CCNC(C2=C1N=CC=C2)=O